4-(4-(6-isopropyl-5-(7-methyl-[1,2,4]triazolo[1,5-a]pyridin-6-yl)-4H-pyrrolo[3,2-d]thiazol-2-yl)cyclohexyl)piperazin-2-one C(C)(C)C1=C(NC2=C1N=C(S2)C2CCC(CC2)N2CC(NCC2)=O)C=2C(=CC=1N(C2)N=CN1)C